1-((3,5-Dichloro-4-(3,6-dihydro-2H-pyran-4-yl)phenyl)carbamoyl)-6-(methylsulfonyl)-3,4-dihydroisoquinoline-2(1H)-carboxylic acid tert-butyl ester C(C)(C)(C)OC(=O)N1C(C2=CC=C(C=C2CC1)S(=O)(=O)C)C(NC1=CC(=C(C(=C1)Cl)C=1CCOCC1)Cl)=O